C1CCC2=C(C=3CCCC3C=C12)NC(=O)NS(=O)(=O)\C=C\C(C)(N1CCCC1)C (E)-N-((1,2,3,5,6,7-hexahydro-s-indacen-4-yl)carbamoyl)-3-methyl-3-(pyrrolidin-1-yl)but-1-ene-1-sulfonamide